6-azaindazole N1N=CC2=CC=NC=C12